ClC1=NN=C(C(N1C)=O)N1CCC2C1CN(CC2)C 3-chloro-4-methyl-6-(6-methyl-3,3a,4,5,7,7a-hexahydro-2H-pyrrolo[2,3-c]pyridin-1-yl)-1,2,4-triazin-5-one